FC=1C=CC(=C(C1)N1C(N([C@@H](C1)C#N)C1=CN=CC2=CC=CC=C12)=O)C (S)-1-(5-fluoro-2-methylphenyl)-3-(isoquinolin-4-yl)-2-oxoimidazolidine-4-carbonitrile